C1CC\C=C\CCC1 trans-cycloocta-4-ene